FC(C(=O)O)(F)F.CC1=NC(=CC(=C1)C)C 2,4,6-trimethylpyridine trifluoroacetate